C(#N)C1=C(SC=2CN(CCC21)CC2=C(C=CC(=C2)Cl)Cl)NC(CC2=CC=C(C=C2)S(N)(=O)=O)=O N-(3-Cyano-6-(2,5-dichlorobenzyl)-4,5,6,7-tetrahydrothieno[2,3-c]pyridin-2-yl)-2-(4-sulfamoylphenyl)acetamid